5-Iodo-7-((cis)-4-(4-methylpiperazin-1-yl)cyclohexyl)-7H-pyrrolo[2,3-d]pyrimidin-4-amine IC1=CN(C=2N=CN=C(C21)N)[C@@H]2CC[C@@H](CC2)N2CCN(CC2)C